S(=O)(=O)(C1=CC=C(C)C=C1)NC(C=C)=O N-Tosyl-Acrylamide